3-Z-[1-(3-(benzylaminomethyl)-anilino)-1-phenyl-methylene]-6-carbamoyl-2-indolinone C(C1=CC=CC=C1)NCC=1C=C(N\C(\C2=CC=CC=C2)=C\2/C(NC3=CC(=CC=C23)C(N)=O)=O)C=CC1